N1C=NC(=C1)CC(=O)N[C@@H]1CC[C@H](CC1)C(=O)N(C[C@@H]1CC[C@H](CC1)C1=CC(=C(C=C1)OC)C)C1=CC(=CC=C1)C1=CN=C(S1)C1CC1 trans-4-(2-(1H-Imidazol-4-yl)acetamido)-N-(3-(2-cyclopropylthiazol-5-yl)phenyl)-N-((trans-4-(4-methoxy-3-methylphenyl)cyclohexyl)methyl)-cyclohexanecarboxamide